1,7-bis(4,4,5,5-tetramethyl-1,3,2-dioxaborolan-2-yl)tricyclo[2.2.1.02,6]heptan-3-yl benzoate C(C1=CC=CC=C1)(=O)OC1C2C3(C2CC1C3B3OC(C(O3)(C)C)(C)C)B3OC(C(O3)(C)C)(C)C